O.N[C@H]1CN(C[C@H](C1)C(F)(F)F)C1=C2C=CC=NC2=C(C=C1)C#N.N[C@H]1CN(C[C@H](C1)C(F)(F)F)C1=C2C=CC=NC2=C(C=C1)C#N 5-((3R,5S)-3-amino-5-(trifluoromethyl)-piperidin-1-yl)quinoline-8-carbonitrile hemihydrate